tert-butyl (2-(3,4-dihydroisoquinolin-2(1H)-yl)ethyl)carbamate C1N(CCC2=CC=CC=C12)CCNC(OC(C)(C)C)=O